ClC=1C=C(C=C2C(=NC(NC12)=O)O)C(F)(F)F 8-chloro-4-hydroxy-6-(trifluoromethyl)-1H-quinazolin-2-one